(3-(6-chloro-3-(1H-imidazol-1-yl)-5-methoxy-1-methyl-1H-indol-2-yl)-1H-1,2,4-triazol-5-yl)ethan-1-ol ClC1=C(C=C2C(=C(N(C2=C1)C)C1=NNC(=N1)C(C)O)N1C=NC=C1)OC